N-(5-(3-chloro-5-fluorobenzyl)pyridin-2-yl)-6-(hydroxymethyl)nicotinamide ClC=1C=C(CC=2C=CC(=NC2)NC(C2=CN=C(C=C2)CO)=O)C=C(C1)F